C(C(=C)C)(=O)OCCCCCCCCCCCP(O)(O)=O 11-methacryloyloxyundecylphosphonic acid